2-methyl-5-(3-cyanophenyl)-N-(3-(chloromethyl)-1,2,4-thiadiazol-5-yl)thiophene-3-carboxamide (1S,2R,5S)-2-isopropyl-5-methylcyclohexyl-4-iodobenzoate C(C)(C)[C@@H]1[C@H](C[C@H](CC1)C)OC(C1=CC=C(C=C1)I)=O.CC=1SC(=CC1C(=O)NC1=NC(=NS1)CCl)C1=CC(=CC=C1)C#N